bis-(4-t-butylphenyl)amine C(C)(C)(C)C1=CC=C(C=C1)NC1=CC=C(C=C1)C(C)(C)C